O[C@@]1(CC[C@H]2N(CCN(C2)C(=O)C2=C(C(=CC=C2)F)Cl)C1)C1=NC=C(C=C1)C(F)(F)F [(7R,9aR)-7-hydroxy-7-[5-(trifluoromethyl)pyridin-2-yl]-3,4,6,8,9,9a-hexahydro-1H-pyrido[1,2-a]pyrazin-2-yl]-(2-chloro-3-fluorophenyl)methanone